FC(=C1CC2CC(CN2C1)=C)F 2-(difluoromethylene)-6-methylenetetrahydro-1H-pyrrolizin